ClC1=CC(=C(C=N1)NC(=O)C1(CN(C1)S(N)(=O)=O)C1=C(C=CC=C1)C(C)C)OCC N-(6-chloro-4-ethoxypyridin-3-yl)-3-(2-isopropylphenyl)-1-sulfamoylazetidine-3-carboxamide